1-hexyl-3-methylimidazole D-malate C([C@H](O)CC(=O)O)(=O)O.C(CCCCC)N1CN(C=C1)C